COC=1C=NC=C(C(=O)NC2=CC(=CC=C2)[C@H](C)NC=2N=C3C(=NC2)NC=C3C)C1 (S)-5-methoxy-N-(3-(1-((7-methyl-5H-pyrrolo[2,3-b]pyrazin-2-yl)amino)ethyl)phenyl)nicotinamide